C(C1=CC=CC=C1)NC(=O)C=1N(C(N2C1CN(CC2)C(C2=CC(=C(C=C2)Cl)Cl)=O)=O)C2=CC=C(C=C2)OCC N-benzyl-7-(3,4-dichlorobenzoyl)-2-(4-ethoxyphenyl)-3-oxo-6,8-dihydro-5H-imidazo[1,5-a]pyrazine-1-carboxamide